(E)-7-benzyloxy-5-undecene C(C1=CC=CC=C1)OC(/C=C/CCCC)CCCC